tert-butyl 4-(3-(3-chloro-4-(2,2-difluoroethylcarbamoyl)phenylamino) azetidin-1-yl)piperidine-1-carboxylate ClC=1C=C(C=CC1C(NCC(F)F)=O)NC1CN(C1)C1CCN(CC1)C(=O)OC(C)(C)C